N-(2-((2R,3S)-1-ethyl-2-methylpyrrolidin-3-yl)thieno[2,3-b]pyridin-4-yl)-6-fluorobenzo[d]thiazol-5-amine C(C)N1[C@@H]([C@H](CC1)C1=CC=2C(=NC=CC2NC=2C(=CC3=C(N=CS3)C2)F)S1)C